1,1,1,3,3,3-hexafluoropropan-2-yl (+)-1-((6-acetamidopyridin-3-yl)carbamoyl)-6-azaspiro[2.5]octane-6-carboxylate C(C)(=O)NC1=CC=C(C=N1)NC(=O)C1CC12CCN(CC2)C(=O)OC(C(F)(F)F)C(F)(F)F